FC1(CN(CC12CC2)C2=CC(=NC=1N2N=CN1)C=1C(=NC(=NC1)OC)OC)F 7-(7,7-difluoro-5-azaspiro[2.4]heptan-5-yl)-5-(2,4-dimethoxypyrimidin-5-yl)-[1,2,4]triazolo[1,5-a]pyrimidine